COC1=C(C=C(C=C1)C(F)(F)F)N1C(N([C@H](C1)C#N)C1=CN=CC2=CC=C(C=C12)S(=O)(=O)C)=O |r| racemic-1-(2-methoxy-5-(trifluoromethyl)phenyl)-3-(6-(methylsulfonyl)isoquinolin-4-yl)-2-oxoimidazolidine-4-carbonitrile